[N+](=O)([O-])C=1C(=CNC1)C=O 4-NITRO-1H-PYRROLE-3-CARBALDEHYDE